COC1=CC=C(C=C1)C=1NC=2N(C(C1)=O)N=CC2 5-(4-methoxyphenyl)pyrazolo[1,5-a]pyrimidin-7(4H)-one